C(CCC)O[SiH2]O[SiH3] butoxydisiloxane